ClC1=C(C=C(COC(C=2NC(=C(N2)S(=O)(=O)C)C)C2=CC(=C(C=C2)F)Cl)C=C1)F 2-(((4-chloro-3-fluorobenzyl)oxy)(3-chloro-4-fluorophenyl)methyl)-5-methyl-4-(methylsulfonyl)-1H-imidazole